CC1=NC=C(N=C1)C(=O)O 2-methylpyrazine-5-carboxylic acid